2-(5-(1-((1s,3r,4r,5r,7s)-4-fluoro-1,7-dimethyl-9-azabicyclo[3.3.1]non-3-yl)vinyl)pyrazin-2-yl)-5-(1H-imidazol-1-yl)phenol F[C@@H]1[C@H](C[C@@]2(C[C@H](C[C@H]1N2)C)C)C(=C)C=2N=CC(=NC2)C2=C(C=C(C=C2)N2C=NC=C2)O